C1(CC1)N1C=NC2=C(C1=O)C(=NC=C2C2=CC=C(C=C2)C(F)(F)F)F 3-cyclopropyl-5-fluoro-8-(4-(trifluoromethyl)phenyl)pyrido[4,3-d]pyrimidin-4(3H)-one